6-fluoro-4-oxo-7-[3-(2-phenylacetyl)azetidin-1-yl]-1-(1,3-thiazol-2-yl)-1,4-dihydro-1,8-naphthyridine-3-carboxylic acid FC=1C=C2C(C(=CN(C2=NC1N1CC(C1)C(CC1=CC=CC=C1)=O)C=1SC=CN1)C(=O)O)=O